FC1=CC(=CC=2N(C(=NC21)C)C(C)C)C=2C=CN1N=C(N=CC12)N[C@@H]1C[C@H](C1)N1CCN(CC1)C 5-(4-fluoro-1-isopropyl-2-methyl-1H-benzo[d]imidazol-6-yl)-N-(trans-3-(4-methylpiperazin-1-yl)cyclobutyl)pyrrolo[2,1-f][1,2,4]triazin-2-amine